CC1(OCC(O1)CCC(=O)OC)C methyl 3-(2,2-dimethyl-1,3-dioxolan-4-yl)propanoate